Z-8-dodecene acetate C(C)(=O)O.CCCCCCC\C=C/CCC